ethylpropanoate C(C)OC(CC)=O